C=1(NN=CC1)C(=O)[O-] 3,2,3-triazolate